L-tyrosine-13C2 N[13C@@H]([13CH2]C1=CC=C(C=C1)O)C(=O)O